6-(2,6-dichloro-3,5-dimethoxyphenyl)-N-((1-(2-methoxyethyl)-1H-pyrazol-4-yl)methyl)-2-(methylthio)pyrido[3,4-d]pyrimidine-8-amine ClC1=C(C(=C(C=C1OC)OC)Cl)C1=CC2=C(N=C(N=C2)SC)C(=N1)NCC=1C=NN(C1)CCOC